CCCCCCCCC(CCCCCCCC)N(C(CCCCCCCN(CCCCCC(=O)N(CCCCCCCCCCC)C)CCO)=O)C N-(heptadecan-9-yl)-8-((2-hydroxyethyl)(6-(methyl-(undecyl)amino)-6-oxohexyl)amino)-N-methyloctanamide